4-(2-(3-cyano-2-cyclopropyl-6-methoxy-1H-pyrrolo[3,2-c]pyridin-7-yl)-1H-benzo[d]imidazol-5-yl)piperidine-1-carboxylic acid tert-butyl ester C(C)(C)(C)OC(=O)N1CCC(CC1)C1=CC2=C(NC(=N2)C=2C3=C(C=NC2OC)C(=C(N3)C3CC3)C#N)C=C1